OC1(CNCC1)C1=CC=C(C=C1)C(=O)N1CCC(CC1)C1=CC=C(C=C1)C(F)(F)F (4-(3-hydroxypyrrolidin-3-yl)phenyl)(4-(4-(trifluoromethyl)phenyl)piperidin-1-yl)methanone